ClC1=NC=C(C(=N1)C1=CC=C2CN(C(C2=C1)=O)[C@@H](C(=O)N[C@H](CO)C=1C=C(C=CC1)C)C)Cl (R)-2-(6-(2,5-dichloropyrimidin-4-yl)-1-oxoisoindolin-2-yl)-N-((S)-2-hydroxy-1-(m-tolyl)ethyl)propanamide